N[C@H]1CN(CC1)C(=O)[C@H]1CN(CC1)C(=O)C=1NC2=CC=C(C(=C2C1)Cl)Cl ((R)-3-aminopyrrolidin-1-yl)((R)-1-(4,5-dichloro-1H-indole-2-carbonyl)pyrrolidin-3-yl)methanone